N-(1-octyloxy-2,2,6,6-tetramethylpiperidin-4-yl)-N'-dodecyl-oxalamide C(CCCCCCC)ON1C(CC(CC1(C)C)NC(C(=O)NCCCCCCCCCCCC)=O)(C)C